bicyclo[4.3.0]nona-2,4,6,8-tetraen C12C=CC=CC2=CC=C1